C1OCC12CCN(CC2)[C@@H]2[C@H](CCCC2)OC=2C=C1CN(C(C1=CC2)=O)C2C(NC(CC2)=O)=O 3-(5-(((1S,2S)-2-(2-oxa-7-azaspiro[3.5]nonan-7-yl)cyclohexyl)oxy)-1-oxoisoindolin-2-yl)piperidine-2,6-dione